(4-(3-(dimethylamino)propoxy)-3-(trifluoromethyl)phenyl)-3-methyl-1-(tetrahydro-2H-pyran-4-yl)pyrazolo[1,5-c]quinazolin-2(3H)-one CN(CCCOC1=C(C=C(C=C1)C1=NC=2C=CC=CC2C=2N1N(C(C2C2CCOCC2)=O)C)C(F)(F)F)C